FC1=CC=C(C=C1)C=1C=2C(N=C(C1C1=CC=NC=C1)C1=CC=C(C=C1)F)=NN(C2)CCN2CCCCC2 [2-[4,6-bis(4-fluorophenyl)-5-(4-pyridyl)pyrazolo[3,4-b]pyridin-2-yl]ethyl]piperidine